di(2,3-dihydro-1H-indene-1-yl)amine C1(CCC2=CC=CC=C12)NC1CCC2=CC=CC=C12